N1(CCCCCC1)CCOC1=CC=C(CN2C(=C(C3=CC(=CC=C23)OCC2=CC=CC=C2)C)C2=CC=C(C=C2)OCC2=CC=CC=C2)C=C1 1-(4-(2-(azepan-1-yl)ethoxy)benzyl)-5-(benzyloxy)-2-(4-(benzyloxy)phenyl)-3-methyl-1H-indole